2,2'-methylenebis[4-(1,1,3,3-tetramethyl-butyl)-6-(2H-benzotriazole-2-yl)phenol] C(C1=C(C(=CC(=C1)C(CC(C)(C)C)(C)C)N1N=C2C(=N1)C=CC=C2)O)C2=C(C(=CC(=C2)C(CC(C)(C)C)(C)C)N2N=C1C(=N2)C=CC=C1)O